3-((3-fluoro-4-(trifluoromethyl)benzyl)oxy)azetidine 4-methylbenzenesulfonate CC1=CC=C(C=C1)S(=O)(=O)O.FC=1C=C(COC2CNC2)C=CC1C(F)(F)F